5beta-Chola-3,8(14),11-trien CCC[C@@H](C)[C@H]1CCC2=C3CC[C@@H]4C=CCC[C@]4(C)[C@H]3C=C[C@]12C